11-methyl-8,14-dioxa-4,5,10,19,20-pentaazatetracyclo[13.5.2.12,5.018,21]tricosa-1(20),2(23),3,15(22),16,18(21)-hexaen-9-one CC1NC(OCCN2N=CC(C3=NNC=4C=CC(OCC1)=CC34)=C2)=O